ClCC=1C=C(C#N)C(=CN1)OC 2-(chloromethyl)-5-methoxyisonicotinonitrile